4-methylsulfinylphenylmethylcarbamate CS(=O)C1=CC=C(C=C1)CNC([O-])=O